(S)-N-(3-(6-fluoro-3,4-dihydroisoquinolin-2(1H)-yl)-2-hydroxypropyl)-6-(1-methyl-1H-pyrazol-4-yl)imidazo[1,2-a]pyridine-2-carboxamide FC=1C=C2CCN(CC2=CC1)C[C@H](CNC(=O)C=1N=C2N(C=C(C=C2)C=2C=NN(C2)C)C1)O